CC1(N(C(CC1)=O)C(=O)OC(C)(C)C)C1=CC=C(C=C1)B1OC(C(O1)(C)C)(C)C tert-butyl 2-methyl-5-oxo-2-(4-(4,4,5,5-tetramethyl-1,3,2-dioxaborolan-2-yl)phenyl)pyrrolidine-1-carboxylate